C(=O)(OC(C)(C)C)N N-Boc-amine